FC=1C(=NC(=CC1)F)C1=NC2=CC(=NC=C2C=C1)CNC(OC(C)(C)C)=O tert-butyl ((2-(3,6-difluoropyridin-2-yl)-1,6-naphthyridin-7-yl)methyl)carbamate